2-(4-benzyloxycarbamoylphenyl)-2-oxo-3,3,5,5-tetramethyl-[1,4,2]-oxazaphosphinane C(C1=CC=CC=C1)ONC(=O)C1=CC=C(C=C1)P1(OCC(NC1(C)C)(C)C)=O